[2H]C(N1N=NC(=C1)C1=CC2=C(N=C(S2)N)C=C1)(C1=CC(=C(C=C1)C=1OC(=NN1)C(F)F)F)[2H] 6-[1-[Dideuterio-[4-[5-(difluoromethyl)-1,3,4-oxadiazol-2-yl]-3-fluorophenyl]methyl]triazol-4-yl]-1,3-benzothiazol-2-amine